C1(CC1)C=1C(=NC(=NC1)NC=1C(=NN(C1)C1CC2CCC(C1)N2C)C)NCCCN2C(N(CCCC2)C)=O 1-(3-((5-Cyclopropyl-2-((3-methyl-1-(8-methyl-8-azabicyclo[3.2.1]octan-3-yl)-1H-pyrazol-4-yl)amino)pyrimidin-4-yl)amino)propyl)-3-methyl-1,3-diazepan-2-on